6-[6-cyclopropyl-4-[4-fluoro-2-(3-fluorocyclobutanecarbonyl)phenyl]pyridin-2-yl]-7-oxo-4-(trifluoromethyl)-1H-pyrrolo[2,3-c]pyridine-3-carbonitrile C1(CC1)C1=CC(=CC(=N1)N1C(C2=C(C(=C1)C(F)(F)F)C(=CN2)C#N)=O)C2=C(C=C(C=C2)F)C(=O)C2CC(C2)F